ONC1C=2N(C(NC2N=CN1)=O)C1=CC=C(C=C1)OC1=CC=CC=C1 6-(hydroxyamino)-7-(4-phenoxyphenyl)-1,6,7,9-tetrahydro-8H-purin-8-one